O1N=C(C2=C1C=CC=C2)C2CCN(CC2)CCN2C(C=1N(C=C2)C=C(C1)C)=O 2-[2-(4-benzo[d]isoxazol-3-yl-piperidin-1-yl)-ethyl]-7-methyl-2H-pyrrolo[1,2-a]pyrazin-1-one